FC(C(C(C(C(C(C(F)(F)C(C(=O)OC(C1=CC(=C(C=C1)C)COCC1=CC=C(C=C1)OC)C=1SC(=C(C1)F)C(C)O[Si](C)(C)C(C)(C)C)=C)(F)F)(F)F)(F)F)(F)F)(F)F)(CCC(F)(F)F)F (5-{1-[(tert-butyldimethylsilyl)oxy]ethyl}-4-fluorothiophen-2-yl)(3-{[(4-methoxybenzyl)oxy]methyl}-4-methylphenyl)methanol Heptadecafluorodecylacrylat